tert-butyl 6-[8-(1,3-benzothiazol-2-ylcarbamoyl)-3,4-dihydro-1H-isoquinolin-2-yl]-3-[3-[4-[4-(2-ethoxy-2-oxo-ethyl)piperazin-1-yl]butyl]-2-methyl-phenyl]pyridine-2-carboxylate S1C(=NC2=C1C=CC=C2)NC(=O)C=2C=CC=C1CCN(CC21)C2=CC=C(C(=N2)C(=O)OC(C)(C)C)C2=C(C(=CC=C2)CCCCN2CCN(CC2)CC(=O)OCC)C